3-(trifluoromethoxy)cyclobutanecarboxylic acid hydrazide FC(OC1CC(C1)C(=O)NN)(F)F